tert-Butyl (S)-3-(1-(4-chloro-3-hydroxyphenyl)-2-oxo-1,2-dihydro-3H-imidazo[4,5-b]pyridin-3-yl)pyrrolidine-1-carboxylate ClC1=C(C=C(C=C1)N1C(N(C2=NC=CC=C21)[C@@H]2CN(CC2)C(=O)OC(C)(C)C)=O)O